N1(CCCC1)C[C@@H]1C[C@@H](NC1)CONC(=O)[C@H]1N2C(N([C@H](CC1)C2)OS(=O)(=O)O)=O (2S,5R)-N-{[(2R,4R)-4-(Pyrrolidin-1-ylmethyl)-pyrrolidin-2-yl]methyloxy}-7-oxo-6-(sulfooxy)-1,6-diazabicyclo[3.2.1]octane-2-carboxamide